3-(3-chloro-6-methoxy-1,5-naphthyridin-4-yl)oxetan-3-ol ClC=1C=NC2=CC=C(N=C2C1C1(COC1)O)OC